ethanamine 4-methylbenzenesulfonate CC1=CC=C(C=C1)S(=O)(=O)O.C(C)N